N-[2-[3-(aminomethyl)pyrrolidin-1-yl]-2-oxo-ethyl]-4-[[3-[1-(cyanomethyl)-3-(trifluoromethyl)pyrazol-4-yl]imidazo[1,2-a]pyrazin-8-yl]amino]-2-ethyl-benzamide formate C(=O)O.NCC1CN(CC1)C(CNC(C1=C(C=C(C=C1)NC=1C=2N(C=CN1)C(=CN2)C=2C(=NN(C2)CC#N)C(F)(F)F)CC)=O)=O